phenylethyl-phenylpropylphenol C1(=CC=CC=C1)CCC=1C(=C(C=CC1)O)CCCC1=CC=CC=C1